4-(2-(4-(3-isopropyl-1,2,4-oxadiazol-5-yl)piperidin-1-yl)thiazolo[5,4-b]pyridin-5-yl)-N-methylbenzenesulfonamide C(C)(C)C1=NOC(=N1)C1CCN(CC1)C=1SC2=NC(=CC=C2N1)C1=CC=C(C=C1)S(=O)(=O)NC